The molecule is an organic thiophosphate and an organothiophosphate insecticide. It has a role as an EC 3.1.1.7 (acetylcholinesterase) inhibitor, an acaricide and an agrochemical. It derives from a quinoxalin-2-ol. CCOP(=S)(OCC)OC1=NC2=CC=CC=C2N=C1